3-(3-(4-fluorophenyl)-4-oxo-3,4-dihydro-phthalazin-1-yl)-N-((tetrahydro-2H-pyran-2-yl)oxy)benzamide FC1=CC=C(C=C1)N1N=C(C2=CC=CC=C2C1=O)C=1C=C(C(=O)NOC2OCCCC2)C=CC1